N-(4-bromopyridin-2-yl)-6-methoxypyrimidin-4-amine BrC1=CC(=NC=C1)NC1=NC=NC(=C1)OC